CN1C(=C(C=C1C)C1=CC=CC=C1)C(C(=O)NC1=CC=C(C=C1)NC1CCN(CC1)C1=NC=C(C=N1)F)=O 2-(1,5-dimethyl-3-phenyl-1H-pyrrol-2-yl)-N-(4-((1-(5-fluoropyrimidin-2-yl)piperidin-4-yl)amino)phenyl)-2-oxoacetamide